NCC(=O)NC1=C(C=CC=C1)OC1=CC(=CC=C1)OC 2-amino-N-(2-(3-methoxyphenoxy)phenyl)acetamide